OCCC1(N(CCCC1)C(=O)OC(C)(C)C)C tert-butyl 2-(2-hydroxyethyl)-2-methylpiperidine-1-carboxylate